5-(4-fluoro-3H-indenyl)-1H-imidazole FC1=C2CC=C(C2=CC=C1)C1=CN=CN1